N6-(2-methoxy-4-(4-methylpiperazin-1-yl)phenyl)-N4-(2-methoxyethyl)-3-(trifluoromethyl)-1H-pyrrolo[2,3-b]pyridine-4,6-diamine COC1=C(C=CC(=C1)N1CCN(CC1)C)NC=1C=C(C2=C(N1)NC=C2C(F)(F)F)NCCOC